6-chloro-3-isopropyl-N-(2-(trifluoromethoxy)benzyl)imidazo[1,2-b]pyridazin-8-amine ClC=1C=C(C=2N(N1)C(=CN2)C(C)C)NCC2=C(C=CC=C2)OC(F)(F)F